FC=1C=C(C=C(C1)OC)C(O)C1=CC(=CC2=C1N=C(S2)C2=C1N=CC(=NC1=CC(=C2)C)OC)OC (3-fluoro-5-methoxyphenyl)(6-methoxy-2-(2-methoxy-7-methylquinoxalin-5-yl)benzo[d]thiazol-4-yl)methanol